Cl.CC1(CC2(C(OCCN2)CC1)C1=CC=CC=C1)C 6,6-Dimethyl-4a-phenyloctahydro-2H-benzo[b][1,4]oxazine hydrochloride